ClC=1C=C(C=CC1F)C=1N=C(SC1CC1CC1)NC(OC(C)(C)C)=O tert-butyl (4-(3-chloro-4-fluorophenyl)-5-(cyclopropylmethyl)thiazol-2-yl)carbamate